O1CCC2=C1C=C(C=C2)[C@H](C)N2CCN(CC2)C2=NN=C(S2)NC(C)=O N-(5-{4-[(1S)-1-(2,3-dihydro-1-benzofuran-6-yl)ethyl]piperazin-1-yl}-1,3,4-thiadiazol-2-yl)acetamide